BrC=1C=C(C=CC1)C(C(=O)NNC)(CCCOC(C)(C#C)C)C 2-(3-bromophenyl)-N',2-dimethyl-5-((2-methylbut-3-yn-2-yl)oxy)pentanehydrazide